(6-(cyclopropylcarbamoyl)-4-fluoropyridin-3-yl)piperazine-1-carboxylic acid tert-butyl ester C(C)(C)(C)OC(=O)N1C(CNCC1)C=1C=NC(=CC1F)C(NC1CC1)=O